2-cyclopropyl-3-(3,5-dichloro-4-hydroxybenzoyl)-1-methyl-1H-pyrrolo[2,3-c]pyridine 6-oxide C1(CC1)C1=C(C=2C(=C[N+](=CC2)[O-])N1C)C(C1=CC(=C(C(=C1)Cl)O)Cl)=O